The molecule is a polyanionic polymer obtained by global deprotonation of the carboxy and phosphate groups of reduced coenzyme F420-(gamma-Glu)n. Major microspecies at pH 7.3 It is a carboxylic acid anion, a dialkyl phosphate anion and a polyanionic polymer. It derives from a 7,8-didemethyl-8-hydroxy-5-deazariboflavin. C[C@@H](C(=O)N[C@@H](CCC(=O)[O-])C(=O)[O-])OP(=O)([O-])OC[C@H]([C@H]([C@H](CN1C2=C(CC3=C1NC(=O)NC3=O)C=CC(=C2)O)O)O)O